1-benzyl-5,6-diphenyl-pyrazinone C(C1=CC=CC=C1)N1C(C=NC(=C1C1=CC=CC=C1)C1=CC=CC=C1)=O